NC1C(CN(CC1)C(=O)OC(C)(C)C)C(=O)OC 1-tert-butyl 3-methyl 4-aminopiperidine-1,3-dicarboxylate